Butyl (5-bromo-7-fluoro-1H-indol-3-yl)carbamate BrC=1C=C2C(=CNC2=C(C1)F)NC(OCCCC)=O